C(#N)C=1C=C(C=CC1)C1=NN2C(N=C(C=C2)C(=O)NC[C@H]2NC(CC2)=O)=C1C1=CC(=NC(=C1)C)C 2-(3-cyanophenyl)-3-(2,6-dimethyl-4-pyridinyl)-N-[[(2S)-5-oxopyrrolidin-2-yl]methyl]pyrazolo[1,5-a]pyrimidine-5-carboxamide